BrC1=CC(=C(C=C1OC)N=CN(C)C)C#N N'-(4-bromo-2-cyano-5-methoxyphenyl)-N,N-dimethylmethanimidamide